N-(2-nitro-5,6,7,8-tetrahydronaphthalen-1-yl)acetamide ethyl-3-(2-(N-((1,2,3,5,6,7-hexahydro-s-indacen-4-yl)carbamoyl)sulfamoyl)-4-hydroxy-4,5,6,7-tetrahydrobenzofuran-4-yl)propiolate C(C)OC(C#CC1(CCCC2=C1C=C(O2)S(NC(NC2=C1CCCC1=CC=1CCCC21)=O)(=O)=O)O)=O.[N+](=O)([O-])C2=C(C=1CCCCC1C=C2)NC(C)=O